ClC1=CC(=NC2=CC=C(C=C12)C(=O)N1CCOCC1)C=O 4-chloro-6-(morpholine-4-carbonyl)quinoline-2-carbaldehyde